COCCOCCOC1=C2CN(CC2=C(C2=C1CN(C2)CCCCCCCC)NC2=CC=CC=C2)CCCCCCCC 8-(2-(2-Methoxyethoxy)ethoxy)-2,6-dioctyl-N-phenyl-1,2,3,5,6,7-hexahydropyrrolo[3,4-f]isoindol-4-amine